FC=1C(=CC(=C(C(=O)OC)C1)OC)B1OC(C(O1)(C)C)(C)C methyl 5-fluoro-2-methoxy-4-(4,4,5,5-tetramethyl-1,3,2-dioxaborolan-2-yl)benzoate